CC(CC(=O)OOC(CC(CC(C)(C)C)C)=O)CC(C)(C)C di(3,5,5-trimethyl-hexanoyl)peroxide